(1S,3S,4S)-5,5-difluoro-2-(4-methoxy-1H-indole-2-carbonyl)-N-((R,Z)-1-(2-oxodihydrofuran-3(2H)-ylidene)-3-((R)-2-oxopyrrolidin-3-yl)propan-2-yl)-2-azabicyclo[2.2.2]octane-3-carboxamide FC1([C@@H]2[C@H](N([C@H](C1)CC2)C(=O)C=2NC1=CC=CC(=C1C2)OC)C(=O)N[C@@H](\C=C\2/C(OCC2)=O)C[C@@H]2C(NCC2)=O)F